(E)-2-(4-(3-(benzo[b]thien-2-yl)-3-oxo-1-propen-1-yl)-2,6-dimethylphenoxy)-2-methylpropionic acid S1C2=C(C=C1C(/C=C/C1=CC(=C(OC(C(=O)O)(C)C)C(=C1)C)C)=O)C=CC=C2